O1CCN(CC1)C1=CC=2N(C(=N1)OC1CCC(CC1)NC1=CC=C(N=N1)C#N)N=CN2 6-(((1s,4s)-4-((7-morpholino-[1,2,4]triazolo[1,5-c]pyrimidin-5-yl)oxy)cyclohexyl)amino)pyridazine-3-carbonitrile